C(C)OC(C(=O)C1CSC2=C(C=CC=C2C1=O)F)=O 2-(8-Fluoro-4-oxothiochroman-3-yl)-2-oxoacetic acid ethyl ester